N-(3-Phenyloxetan-3-yl)-5-(4-(trifluoromethyl)phenoxy)-2-naphthaceneamide C1(=CC=CC=C1)C1(COC1)NC(=O)C1=CC2=CC3=CC4=CC=CC=C4C=C3C(=C2C=C1)OC1=CC=C(C=C1)C(F)(F)F